tetraphenyl-1,4-diaminobut-2-ene C1(=CC=CC=C1)C(C=CC(N)(C1=CC=CC=C1)C1=CC=CC=C1)(N)C1=CC=CC=C1